N-(3-methylbenzyl)-4-(3-(pyridin-4-ylmethyl)ureido)benzamide CC=1C=C(CNC(C2=CC=C(C=C2)NC(=O)NCC2=CC=NC=C2)=O)C=CC1